N,N-bis-(2-hydroxyethyl)-2-aminoethyl-sulfonic acid OCCN(CCS(=O)(=O)O)CCO